4-chloro-1-((1-(cyclopropanecarbonyl)-4-fluoropiperidin-4-yl)methyl)-N-(5-((4-fluorophenyl)ethynyl)-3-methylpyridin-2-yl)-1H-pyrazole-5-carboxamide ClC=1C=NN(C1C(=O)NC1=NC=C(C=C1C)C#CC1=CC=C(C=C1)F)CC1(CCN(CC1)C(=O)C1CC1)F